C1(CCC1)CC(C(=O)O)CCCCCCCC 2-(Cyclobutylmethyl)decanoic acid